[Na+].C(C)(C)C1=CC=C(C2=C(C=C(C2=C1)C)S(=O)(=O)[O-])C 7-isopropyl-1,4-dimethylazulene-3-sulfonic acid sodium salt